6-(benzyloxy)-7-methoxy-1-{(E)-2-[4-(2-methoxypyrimidin-5-yl)-2-methylphenyl]ethenyl}-1,2,3,4-tetrahydroisoquinoline C(C1=CC=CC=C1)OC=1C=C2CCNC(C2=CC1OC)\C=C\C1=C(C=C(C=C1)C=1C=NC(=NC1)OC)C